Methyl 6-(benzyloxy)-9-ethynyl-[1,2,4]triazolo[5,1-a]isoquinoline-5-carboxylate C(C1=CC=CC=C1)OC1=C(N2C(C3=CC(=CC=C13)C#C)=NC=N2)C(=O)OC